Imidazo[1,5-a]Pyrazin-8-amine hydrochloride Cl.C=1N=CN2C1C(=NC=C2)N